FC=1C=NN(C1)C1=CC=C(C=N1)[C@H](C)N1CC(N(C2(CCC3(OCCO3)CC2)C1=O)C)=O (S)-12-(1-(6-(4-fluoro-1H-pyrazol-1-yl)pyridin-3-yl)ethyl)-9-methyl-1,4-dioxa-9,12-diaza-dispiro[4.2.58.25]pentadecane-10,13-dione